NC1CN(CC1)C=1C=CC(=NC1)NC=1N=CC2=C(N1)N(C(C(=C2)CO)=O)C2CCCC2 2-[5-(3-Amino-pyrrolidin-1-yl)-pyridin-2-ylamino]-8-cyclopentyl-6-hydroxymethyl-8H-pyrido[2,3-d]pyrimidin-7-one